Amino-nicotinic acid C1=CC(=C(N=C1)N)C(=O)O